C1(=CC=CC=C1)C(=O)C(C1=CC=CC=C1)N(SC=1SC2=C(N1)C=CC=C2)C(C(C2=CC=CC=C2)=O)C2=CC=CC=C2 N,N-didesyl-2-benzothiazolyl-sulphenamide